N=1C=NN2C1C=C(C=C2)OC2=C(C(=C(C=C2)NC=2C1=C(N=CN2)C=CC(=N1)C1C[C@H]2CC[C@@H](C1)N2C(C=C)=O)F)Cl 1-((1R,3r,5S)-3-(4-((4-([1,2,4]triazolo[1,5-a]pyridin-7-yloxy)-3-chloro-2-fluorophenyl)amino)pyrido[3,2-d]pyrimidin-6-yl)-8-azabicyclo[3.2.1]octan-8-yl)prop-2-en-1-one